2-(4,7-Dichloro-6-(4-(1-(2-fluoropropyl)piperidin-4-yl)phenyl)-2H-indazol-2-yl)-2-((R)-6-fluoro-6,7-dihydro-5H-pyrrolo[1,2-c]imidazol-1-yl)-N-(thiazol-2-yl)acetamide ClC=1C2=CN(N=C2C(=C(C1)C1=CC=C(C=C1)C1CCN(CC1)CC(C)F)Cl)C(C(=O)NC=1SC=CN1)C1=C2N(C=N1)C[C@@H](C2)F